(S)-2-(3-Methyl-4-oxo-3,4-dihydro-5H-imidazo[4,5-d]pyridazin-5-yl)-N-(1-(p-tolyl)ethyl)-acetamid CN1C=NC=2C=NN(C(C21)=O)CC(=O)N[C@@H](C)C2=CC=C(C=C2)C